ClC1=NC(=CC(=C1Cl)B(O)O)OC (2,3-dichloro-6-methoxypyridin-4-yl)boronic acid